N1=C(C=NC=C1)C=1C(=NC=CC1)N1CCN(CC1)C1CC2(CN(C2)C(=O)OC(C)(C)C)CC1 tert-butyl 6-(4-(3-(pyrazin-2-yl)pyridin-2-yl)piperazin-1-yl)-2-azaspiro[3.4]octane-2-carboxylate